NC=1C2=C(N=CN1)N(C(=C2C2=NC=C(C=N2)C(F)F)C2=CCC1(CCN(CC1)C(C=C)=O)CC2)C 1-(9-(4-amino-5-(5-(difluoromethyl)pyrimidin-2-yl)-7-methyl-7H-pyrrolo[2,3-d]pyrimidin-6-yl)-3-azaspiro[5.5]undec-8-en-3-yl)prop-2-en-1-one